2-hydroxy-4'-hydroxyethoxy-2-methylpropiophenone OC(C(=O)C1=CC=C(C=C1)OCCO)(C)C